2-(diethylamino)ethyl 7-{[5,5-dimethyl-8-(2-oxopyrrolidin-1-yl)-5H-chromeno[3,4-d]pyrimidin-3-yl]amino}-1H,2H,3H-pyrido[2,3-b][1,4]oxazine-1-carboxylate CC1(OC=2C=C(C=CC2C=2C1=NC(=NC2)NC2=CC1=C(OCCN1C(=O)OCCN(CC)CC)N=C2)N2C(CCC2)=O)C